(dl)-4,4'-diamino-2,2'-dimethylbiphenyl NC1=CC(=C(C=C1)C1=C(C=C(C=C1)N)C)C